BrC=1C=C(C=C(C1)C)N1C(OCC1)=O 3-(3-bromo-5-methylphenyl)oxazolidin-2-one